N-ethyl-N-(thiophen-2-ylmethyl)-3-m-tolyl-propionamide C(C)N(C(CCC=1C=C(C=CC1)C)=O)CC=1SC=CC1